N[C@@H](CCC(=O)O)C(=O)O.C(CCCCCCCCCCC)N(C(=O)CNCC(CO)O)CCCCCCCCCCCC dilauryl-((2,3-dihydroxypropyl)aminomethyl-carboxamide) glutamate